dodecamethyl-1,11-dihydroxyhexasiloxane C[Si](O[Si](O[Si](O[Si](O[Si](O[Si](O)(C)C)(C)C)(C)C)(C)C)(C)C)(O)C